2-(2-((3R,4R)-3-Amino-4-methoxypiperidin-1-yl)-6-fluoro-1H-benzo[d]imidazol-1-yl)-N-methyl-N-(2,2,2-trifluoroethyl)acetamid N[C@@H]1CN(CC[C@H]1OC)C1=NC2=C(N1CC(=O)N(CC(F)(F)F)C)C=C(C=C2)F